2-((2R)-2-methyl-5-(2-methylbenzo[d]thiazol-5-yl)morpholinyl)-2-oxoacetic acid methyl ester COC(C(=O)N1C[C@H](OCC1C=1C=CC2=C(N=C(S2)C)C1)C)=O